8-((R)-2,3-Dihydroxy-propoxy)-6,6-dimethyl-3-thiophen-2-yl-5,6-dihydro-benzo[b]carbazol-11-one O[C@@H](COC=1C=CC2=C(C(C=3NC4=CC(=CC=C4C3C2=O)C=2SC=CC2)(C)C)C1)CO